C1(=C(C=CC=C1)C1=NC(=NC(=N1)Cl)C1=CC=CC=C1)C1=CC=CC=C1 2-([1,1'-biphenyl]-2-yl)-4-chloro-6-phenyl-1,3,5-triazine